C(C)(C)(C)OC(CC1(CC2=CC=CC=C2C1)C(=O)O)=O 2-(2-(tert-butoxy)-2-oxoethyl)-2,3-dihydro-1H-indene-2-carboxylic acid